(S)-3-(3-cyclopropyl-8-methyl-[1,2,4]triazolo[4,3-a]pyridin-7-yl)-3-(3-(hydroxymethyl)-4-methylphenyl)-2,2-dimethylpropanoate C1(CC1)C1=NN=C2N1C=CC(=C2C)[C@@H](C(C(=O)[O-])(C)C)C2=CC(=C(C=C2)C)CO